BrC1=CC=2[C@H](N(CCC2S1)C(=O)[O-])C (R)-2-bromo-4-methyl-4,5,6,7-tetrahydro-thieno[3,2-c]pyridine-5-carboxylate